3-(4-((2-cyclopropylethyl)((1r,4r)-4-((2,2-difluoroethyl)amino)cyclohexyl)amino)-1-oxoisoindolin-2-yl)piperidine-2,6-dione C1(CC1)CCN(C1=C2CN(C(C2=CC=C1)=O)C1C(NC(CC1)=O)=O)C1CCC(CC1)NCC(F)F